3-(4-fluorophenyl)-4-(2-methylindolin-1-yl)-1H-pyrrole-2,5-dione FC1=CC=C(C=C1)C=1C(NC(C1N1C(CC2=CC=CC=C12)C)=O)=O